ClC=1C(=NC=CC1C1=C(C(=CC=C1)C1=NC(=C(C=C1)CNC(C)C)OC)Cl)C=1C=C(C=2N(C1)N=C(N2)CNC2CCC(CC2)O)OC (1r,4r)-4-(((6-(3-Chloro-4-(2-chloro-3-(5-((isopropylamino)methyl)-6-methoxypyridin-2-yl)phenyl)pyridin-2-yl)-8-methoxy-[1,2,4]triazolo[1,5-a]pyridin-2-yl)methyl)amino)cyclohexanol